Boctaurine tetrabutylammonium salt C(CCC)[N+](CCCC)(CCCC)CCCC.C(=O)(OC(C)(C)C)NCCS(=O)(=O)[O-]